anti-tertiary butyl-cyclohexanol C(C)(C)(C)C1(CCCCC1)O